C1(CCCCC1)C[C@@H](C(=O)NC1=CC=C(C=C1)C=1C(=NNC1C)C)NC(=O)C=1N(N=CC1)C(C)C N-[(1S)-1-(cyclohexylmethyl)-2-[4-(3,5-dimethyl-1H-pyrazol-4-yl)anilino]-2-oxo-ethyl]-2-isopropyl-pyrazole-3-carboxamide